OCC=1C=CC=2N(C1)C=C(N2)CN2N=NC(=C2)C=2C=C(C=NC2)N2C(CCC2)=O 1-(5-(1-((6-(hydroxymethyl)imidazo[1,2-a]pyridin-2-yl)methyl)-1H-1,2,3-triazol-4-yl)pyridin-3-yl)pyrrolidin-2-one